3,3'-((2,5-Dimethyl-1,4-phenylene)bis[imino(1,3-dioxo-2,1-butandiyl)-2,1-diazenediyl])bis(4-chloro-N-(5-chloro-2-methylphenyl)-benzamide) CC1=C(C=C(C(=C1)NC(C(=O)N=NC=1C=C(C(=O)NC2=C(C=CC(=C2)Cl)C)C=CC1Cl)C(C)=O)C)NC(C(=O)N=NC=1C=C(C(=O)NC2=C(C=CC(=C2)Cl)C)C=CC1Cl)C(C)=O